stearylaminopropyl-dimethylcetylstearyl-ammonium C(CCCCCCCCCCCCCCCCC)NCCC[N+](CCCCCCCCCCCCCCCCCCCCCCCCCCCCCCCCCC)(C)C